13-Hydroxy-nonacosa-15,18-dienoic acid OC(CCCCCCCCCCCC(=O)O)CC=CCC=CCCCCCCCCCC